N-(e-Maleimidocaproyloxy)sulfosuccinimide C1(C=CC(N1CCCCCC(=O)ON1C(C(CC1=O)S(=O)(=O)O)=O)=O)=O